CC1=C(C=C(C(=O)NCC2=NC=CC(=C2)C2=CN(C3=CC=CC=C23)C)C=C1)S(=O)(=O)C 4-methyl-N-((4-(1-methyl-1H-indol-3-yl)pyridin-2-yl)methyl)-3-(methylsulfonyl)benzamide